BrC1=C(N(C=2C1=NC=CC2)CCO)C(=O)NC2=NC=CC=N2 3-bromo-1-(2-hydroxyethyl)-N-(pyrimidin-2-yl)-1H-pyrrolo[3,2-b]Pyridine-2-carboxamide